S(=O)(=O)([O-])[O-].[Ni+2] Nickelous Sulfate